Benzyl (1R,4R,SR)-5-((4-nitrobenzoyl)oxy)-2-azabicyclo[2.2.1]heptane-2-carboxylate [N+](=O)([O-])C1=CC=C(C(=O)O[C@@H]2[C@H]3CN([C@@H](C2)C3)C(=O)OCC3=CC=CC=C3)C=C1 |&1:10|